(S)-1-(4-((1-(5-(3,5-difluorophenyl)-4,5-dihydro-1H-pyrazole-1-carbonyl)azetidin-3-yl)oxy)-5-fluoropyridin-2-yl)-N-(2-hydroxyethyl)-3,5-dimethyl-1H-pyrazole-4-carboxamide FC=1C=C(C=C(C1)F)[C@@H]1CC=NN1C(=O)N1CC(C1)OC1=CC(=NC=C1F)N1N=C(C(=C1C)C(=O)NCCO)C